C(=O)(O)C1=CC=C(C=C1)C=1C=NN(C1)C(C[C@H]1[C@H](C1)C(=O)N1CCCCC1)C1=[N+](C=C(C=C1)C1=C(C=CC(=C1)Cl)N1N=NN=C1)[O-] |o1:16,17| 2-(1-(4-(4-Carboxyphenyl)-1H-pyrazol-1-yl)-2-((1S*,2S*)-2-(piperidine-1-carbonyl)cyclopropyl)ethyl)-5-(5-chloro-2-(1H-tetrazol-1-yl)phenyl)pyridine 1-oxide